FC=1C(=CC=C2C=CN=C(C12)N)C1=CN=C2N1C=CC(=C2)F 8-Fluoro-7-(7-fluoroimidazo[1,2-a]pyridin-3-yl)isoquinolin-1-amine